CC1=C(C=CC=C1C)N1CCN(CC1)C(CN1N=C(C2=C1CCC2)C(=O)N2C1CC(C2)(C1)CO)=O 1-[4-(2,3-dimethylphenyl)piperazin-1-yl]-2-{3-[4-(hydroxymethyl)-2-azabicyclo[2.1.1]hexane-2-carbonyl]-5,6-dihydrocyclopenta[c]pyrazol-1(4H)-yl}ethan-1-one